1-[2-[2-(8-Chloro-4-oxochromen-2-yl)-5-methylphenoxy]ethyl]azetidin ClC=1C=CC=C2C(C=C(OC12)C1=C(OCCN2CCC2)C=C(C=C1)C)=O